(4-methoxy-phenyl)-1-methyl-9H-pyrido[3,4-b]indole-6-carboxamide COC1=CC=C(C=C1)C1=CC2=C(NC3=CC=C(C=C23)C(=O)N)C(=N1)C